glycerol di-oleate C(CCCCCCC\C=C/CCCCCCCC)(=O)OCC(OC(CCCCCCC\C=C/CCCCCCCC)=O)CO